S(N)(OC[C@@H]1OC(O[C@H]1CC1=C(C=CC=C1)Cl)(CC)CC)(=O)=O ((4S,5S)-5-(2-chlorobenzyl)-2,2-diethyl-1,3-dioxolan-4-yl)methyl sulfamate